(2S)-2-[[(E)-3-(3,4-dimethoxyphenyl)prop-2-enoyl]amino]-N-[4-(hydroxycarbamoyl)phenyl]-3-phenyl-propionamide COC=1C=C(C=CC1OC)/C=C/C(=O)N[C@H](C(=O)NC1=CC=C(C=C1)C(NO)=O)CC1=CC=CC=C1